C1(=CCCC1)C1=C(C=C2C=NC(=NN21)N[C@H]2[C@@H](COCC2)O)C(=O)N(C)C 7-(cyclopent-1-en-1-yl)-2-{[(3S,4R)-3-hydroxyoxan-4-yl]amino}-N,N-dimethylpyrrolo[2,1-f][1,2,4]triazine-6-carboxamide